C1=NC(=CC=2C3=CC=CC=C3NC12)C(=O)OCC Ethyl β-carboline-3-carboxylate